2-[(3R)-3-methylmorpholin-4-yl]-4-[1-methylpiperidin-3-yl]-8-(1H-pyrazol-5-yl)-1,7-naphthyridine C[C@H]1N(CCOC1)C1=NC2=C(N=CC=C2C(=C1)C1CN(CCC1)C)C1=CC=NN1